OC1=CC=C2[C@H]([C@]3(CCCC4=CC=CC=C34)OCC2=C1)C1=CC=C(C=C1)N1CCC(CC1)C=O 1-(4-((3S,4R)-7-hydroxy-3',4'-dihydro-2'H-spiro[isochromane-3,1'-naphthalen]-4-yl)phenyl)piperidine-4-carbaldehyde